FC1=C(C=C(C=C1)C1=NOC(=C1)[C@]1(C(N(CC1)C)=O)O)B1OC(C(O1)(C)C)(C)C (R)-3-(3-(4-Fluoro-3-(4,4,5,5-tetramethyl-1,3,2-dioxaborolan-2-yl)phenyl)isoxazol-5-yl)-3-hydroxy-1-methylpyrrolidin-2-one